CN1CC(C1)(C)[C@@](O)(C=1C=NC=C(C1)C1=NC(=NO1)C1(CCC1)OC)C1=CC=C(C=C1)C(C)C (R)-(1,3-Dimethyl-azetidin-3-yl)-(4-isopropyl-phenyl)-{5-[3-(1-methoxy-cyclobutyl)-[1,2,4]oxadiazol-5-yl]-pyridin-3-yl}-methanol